Tert-butyl (4-bromo-1H-indol-3-yl)carbamate BrC1=C2C(=CNC2=CC=C1)NC(OC(C)(C)C)=O